NC1=CC=C2C(N(C=NC2=C1)CC1(CCN(CC1)C(=O)OC(C)(C)C)O)=O tert-butyl 4-((7-amino-4-oxoquinazolin-3(4H)-yl) methyl)-4-hydroxypiperidine-1-carboxylate